BrC1=CC=C(C=C1)C1=CC=C(C=C1)C(C)=O 4'-(p-bromophenyl)acetophenone